C(C)C1(CCC1)C1=NC=C2C=NC(=NN21)S(=O)C 7-(1-ethylcyclobutyl)-2-methanesulfinylimidazo[4,3-f][1,2,4]triazine